C(C)OC(=O)C=1NC=CC1NCC1=C(C=CC=C1)C1CN(CCC1)C(=O)OC(C)(C)C tert-Butyl 3-(2-(((2-(ethoxycarbonyl)-1H-pyrrol-3-yl)amino)methyl)phenyl)piperidine-1-carboxylate